(6S)-1,1-Difluoro-5-azaspiro[2.4]heptane-6-carboxylic acid hydrochloride Cl.FC1(CC12CN[C@@H](C2)C(=O)O)F